N-((1R)-3-cyano-3-azabicyclo[3.1.0]hexan-1-yl)-5-(2-(phenylamino)phenyl)-1H-pyrazole-3-carboxamide C(#N)N1C[C@]2(CC2C1)NC(=O)C1=NNC(=C1)C1=C(C=CC=C1)NC1=CC=CC=C1